Cl.N[C@H](C(=O)OCC1=CC(=NC(=C1)Cl)Cl)CC (2,6-Dichloropyridin-4-yl)methyl (S)-2-aminobutanoate hydrochloride